2-(1-cyanopyrrolidin-3-yl)-N-(6-(trifluoromethyl)pyridin-3-yl)acetamide C(#N)N1CC(CC1)CC(=O)NC=1C=NC(=CC1)C(F)(F)F